ClC=1C=C(C=CC1)C1=CC(=CC=C1)C=1N=C(C(=NC1)C1=CC=CC=C1)C1=CC=CC=C1 5-(3'-chloro-[1,1'-biphenyl]-3-yl)-2,3-diphenylpyrazine